FC(S(=O)(=O)N1CCC(CC1)NC1=NC=C(C(=N1)C=1C=C2C(=CC(=NC2=C(C1)F)C)C(C)C)F)F N-(1-((difluoromethyl)sulfonyl)piperidin-4-yl)-5-fluoro-4-(8-fluoro-4-isopropyl-2-methylquinolin-6-yl)pyrimidin-2-amine